2-[4-(4-Chlorophenylthio)-3-nitrophenyl]-7-hydroxy-thiazolo[5,4-d]pyrimidine ClC1=CC=C(C=C1)SC1=C(C=C(C=C1)C=1SC=2N=CN=C(C2N1)O)[N+](=O)[O-]